4-(4-nitro-1H-pyrazol-3-yl)morpholine [N+](=O)([O-])C=1C(=NNC1)N1CCOCC1